(1R,5S)-3-(7-chloro-8-fluoro-2-hydroxy-1,6-naphthyridin-4-yl)-3,8-diazabicyclo[3.2.1]Octane-8-carboxylic acid tert-butyl ester C(C)(C)(C)OC(=O)N1[C@H]2CN(C[C@@H]1CC2)C2=CC(=NC1=C(C(=NC=C21)Cl)F)O